(3S,5R)-1-benzyl-3,4,5-trimethylpiperidin-4-ol C(C1=CC=CC=C1)N1C[C@@H](C([C@@H](C1)C)(O)C)C